[N+](=O)(OC(N)=N)[O-].[N+](=O)(OC(N)=N)[O-].[Cu] copper diamidino dinitrate